BrC=1N=C(N(C1C1=CC=CC=C1)C)C(F)(F)F 4-bromo-1-methyl-5-phenyl-2-(trifluoromethyl)-1H-imidazole